C(\C=C\C)(=O)N1C(C=2C=CC3=C(C2C1)C=C(C=C3)C=3SC=CN3)=O 2-[(2E)-but-2-enoyl]-8-(1,3-thiazol-2-yl)-1H,2H,3H-benzo[e]isoindol-3-one